2-(2-(3-Aminopropoxy)ethoxy)ethanol NCCCOCCOCCO